NC1=C(C=C(C=C1)P(C)(C)=O)[N+](=O)[O-] (4-Amino-3-nitrophenyl)dimethylphosphine oxide